C1([C@H](O)[C@@H](O)[C@H](O)[C@H](O1)CO)C1C(O)(C=C(C=C1O)O)CC1=CC=CC=C1 D-glucosyl-1-benzyl-phloroglucinol